N1=C2C(=CC(=C1)C(=O)O)SCCC=C2 6,7-dihydrothiepino[3,2-b]pyridine-3-carboxylic acid